((2R,6R)-4-(2-(bis(2,4-dimethoxybenzyl)amino)thiazolo[4,5-c]pyridin-7-yl)-6-methylmorpholin-2-yl)((S)-8-chloro-1-methyl-6-(trifluoromethyl)-3,4-dihydroisoquinolin-2(1H)-yl)methanone COC1=C(CN(C=2SC3=C(C=NC=C3N3C[C@@H](O[C@@H](C3)C)C(=O)N3[C@H](C4=C(C=C(C=C4CC3)C(F)(F)F)Cl)C)N2)CC2=C(C=C(C=C2)OC)OC)C=CC(=C1)OC